C1(CC1)SC=1C=C(C=CC1)N1B(C2=C(C(=N1)CC)C=CC=C2)O 2-[m-(cyclopropylthio)phenyl]-4-ethyl-1,2-dihydro-2,3,1-benzodiazaborinin-1-ol